C(C)(C)(C)OC(CCN(CCC(=O)OC(C)(C)C)C(CCNS(NC(=O)OCCN=[N+]=[N-])(=O)=O)=O)=O.ClC1=CC=C(C=C1)C1=COC=C1 3-(4'-chlorophenyl)furan di-tert-butyl-3,3'-((3-((N-((2-azidoethoxy)carbonyl)sulfamoyl)amino)propanoyl)azanediyl)dipropionate